(2-amino-5-(4-(6-chloro-5-fluoroindolin-1-yl)quinazolin-6-yl)pyridin-3-yl)(4-methylpiperazin-1-yl)methanone NC1=NC=C(C=C1C(=O)N1CCN(CC1)C)C=1C=C2C(=NC=NC2=CC1)N1CCC2=CC(=C(C=C12)Cl)F